3-(5-cyano-4-(oxetan-3-ylamino)pyridin-2-yl)-1-(6-formyl-5-((4-methyl-2-oxopiperazin-1-yl)methyl)pyridin-2-yl)-1-methylurea C(#N)C=1C(=CC(=NC1)NC(N(C)C1=NC(=C(C=C1)CN1C(CN(CC1)C)=O)C=O)=O)NC1COC1